ClC=1C=C(C=CC1F)C(N1CCCC1=O)C1=CC(=C(C=C1)F)C#N (3S)-N-((3-chloro-4-fluorophenyl)(3-cyano-4-fluorophenyl)methyl)-5-oxopyrrolidine